ClC1=NC(=NC=2NC3=C(C=C(C=C3C21)C(=O)N)OC)C2=CC(=NN2CC)C 4-chloro-2-(1-ethyl-3-methyl-1H-pyrazol-5-yl)-8-methoxy-9H-pyrimido[4,5-b]Indole-6-carboxamide